C(#N)C1(CC1)N(S(=O)(=O)C=1C=C(C=2N(C1)C(=NC2)C=2SC(=NN2)C(F)(F)F)C=2CC=NCC2)COCC[Si](C)(C)C 4-(6-(N-(1-cyanocyclopropyl)-N-((2-(trimethylsilyl)ethoxy)methyl)sulfamoyl)-3-(5-(trifluoromethyl)-1,3,4-thiadiazol-2-yl)imidazo[1,5-a]pyridin-8-yl)-3,6-dihydropyridine